[Cl-].C(C)[NH+](CC)CC TRIETHYLAMMONIUM CHLORIDE